3-bromo-2-(methylamino)phenol BrC=1C(=C(C=CC1)O)NC